2-{3-[(3S)-3-cyclopropylpiperazin-1-yl]-1,2,4-triazin-6-yl}-5-(3-fluoropyridin-4-yl)phenol C1(CC1)[C@H]1CN(CCN1)C=1N=NC(=CN1)C1=C(C=C(C=C1)C1=C(C=NC=C1)F)O